(R)-(2-(7-(2-(1H-Imidazol-1-yl)ethoxy)-1-(cyclopropylmethyl)-1H-pyrrolo[2,3-c]pyridin-2-yl)-3-methylpyrazolo[1,5-a]pyridin-6-yl)(3-aminopiperidin-1-yl)methanone N1(C=NC=C1)CCOC=1N=CC=C2C1N(C(=C2)C2=NN1C(C=CC(=C1)C(=O)N1C[C@@H](CCC1)N)=C2C)CC2CC2